dichloro(cycloocta-1,5-dien) palladium (II) [Pd+2].ClC1=C(CCC=CCC1)Cl